Methyl (Z)-1-(4-amino-2-fluorobut-2-en-1-yl)-4-(3-(pyrrolidin-1-ylsulfonyl)phenyl)-1H-benzo[d][1,2,3]triazole-6-carboxylate NC\C=C(\CN1N=NC2=C1C=C(C=C2C2=CC(=CC=C2)S(=O)(=O)N2CCCC2)C(=O)OC)/F